ClC=1C=C(C(=NC1)C)N[C@@H](C)C1=CC=C(S1)C(=O)N[C@H](C(=O)NC(C)(C)C#N)CC1CCCC1 (2S)-2-({5-[(1S)-1-[(5-chloro-2-methylpyridin-3-yl)amino]ethyl]thiophen-2-yl}formamido)-N-(1-cyano-1-methylethyl)-3-cyclopentylpropanamide